BrC1=CC2=C(N(N=C2C=C1)C(C)C)COC1=C(C=CC(=C1)OC)CC(=O)OCC ethyl 2-(2-((5-bromo-2-isopropyl-2H-indazol-3-yl)methoxy)-4-methoxyphenyl)acetate